3-(1-pyrroline-2-yl)pyridine 3-(3-amino-2-fluorobenzyl)-4-methyl-2-oxo-3,4-dihydro-2H-benzo[e][1,3]oxazin-7-yl-dimethylcarbamate NC=1C(=C(CN2C(OC3=C(C2C)C=CC(=C3)CN(C(O)=O)C)=O)C=CC1)F.N1=C(CCC1)C=1C=NC=CC1